tert-butyl (3S,5S)-3-[[4-[4-[(5-bromo-8-isoquinolyl)oxy]-2-methyl-thiazol-5-yl]pyrimidin-2-yl]amino]-5-fluoro-piperidine-1-carboxylate BrC1=C2C=CN=CC2=C(C=C1)OC=1N=C(SC1C1=NC(=NC=C1)N[C@@H]1CN(C[C@H](C1)F)C(=O)OC(C)(C)C)C